tert-butyl (S)-10-hydroxy-10-((2-(methylthio)-5-oxopyrido[4,3-d]pyrimidin-6(5H)-yl)methyl)-7-azaspiro[4.5]decane-7-carboxylate O[C@]1(CCN(CC12CCCC2)C(=O)OC(C)(C)C)CN2C(C1=C(N=C(N=C1)SC)C=C2)=O